[Br-].C1(=CC=C(C=C1)CC(CCNC(C=C)=O)[NH+](C)C)CC(CCNC(C=C)=O)[NH+](C)C.[Br-] N-(1,4-phenylenebis(methylene))bis(3-acrylamido-N,N-dimethylpropan-1-aminium) bromide